5-(3-fluoroimidazo[1,2-a]pyridin-6-yl)-N-((6-(4-methylpiperazin-1-yl)pyridin-3-yl)methyl)-7H-pyrrolo[2,3-d]pyrimidin-2-amine FC1=CN=C2N1C=C(C=C2)C2=CNC=1N=C(N=CC12)NCC=1C=NC(=CC1)N1CCN(CC1)C